4,4-difluoro-1-(6-(trifluoromethyl)pyridazin-3-yl)azepane FC1(CCN(CCC1)C=1N=NC(=CC1)C(F)(F)F)F